C(C)(C)(C)OC(=O)N1CC2(C1)CC(C2)CC2=NSC(=N2)C(F)(F)F 6-[[5-(trifluoromethyl)-1,2,4-thiadiazol-3-yl]methyl]-2-azaspiro[3.3]heptane-2-carboxylic acid tert-butyl ester